6-bromo-N-(2,5-difluorophenyl)-5-methyl-1H-indole-3-sulfonamide BrC1=C(C=C2C(=CNC2=C1)S(=O)(=O)NC1=C(C=CC(=C1)F)F)C